C(CCCCCCCC)C=1C(=C(C=CC1)OC1=C(C(=CC=C1)CCCCCCCCC)C=CC1=CC=CC=C1)C=CC1=CC=CC=C1 mono[(nonyl)(styryl)phenyl] ether